CN(CCC1=CC=C(C=C1)SCCC(=O)OCC(CCCC)CC)C 2-ethylhexyl 3-[4-[2-(dimethylamino)ethyl]phenyl]sulfanylpropanoate